COC(C1=CC(=C(C=C1)OC(F)F)/C(=C/C=1C=NC(=NC1)N)/F)=O.NC1=NC=C(C=N1)\C=C(/F)\C=1C=C(C(=O)O)C=CC1OC(F)F 3-[(Z)-2-(2-aminopyrimidin-5-yl)-1-fluoroethenyl]-4-(difluoromethoxy)benzoic acid Methyl-3-[(Z)-2-(2-Aminopyrimidin-5-yl)-1-fluoroethenyl]-4-(difluoromethoxy)benzoate